NC12C(CC(CC1)(CC2)NCC2=CC=CC=C2)=O 1-amino-4-(benzylamino)bicyclo[2.2.2]octan-2-one